C(C)(C)(C)OC(=O)N[C@H](C(=O)OCC=C)CCC1=CC=C(C=C1)O prop-2-en-1-yl (2S)-2-[(tert-butoxycarbonyl)amino]-4-(4-hydroxyphenyl)butanoate